(3-fluoro-4-(8,9,10,11-tetrahydro-3H-pyrazolo[4,3-a]phenanthridin-7-yl)phenyl)(4-methylpiperazin-1-yl)methanone FC=1C=C(C=CC1C1=NC2=CC=C3C(=C2C=2CCCCC12)C=NN3)C(=O)N3CCN(CC3)C